N1N=NC(=C1)P([O-])([O-])=O 1,2,3-triazol-4-ylphosphonate